2-(2-nitrophenyl)-N-(thiophen-2-ylmethyl)acetamide [N+](=O)([O-])C1=C(C=CC=C1)CC(=O)NCC=1SC=CC1